ClC1=CC=C(C=C1)C1=CC(OC2=CC=CC=C12)(C#CC1=CC=CC=C1)C1=CC=CC=C1 4-(p-chlorophenyl)-2-phenyl-2-(phenylethynyl)-2H-chromene